Cl.FC=1C=C(OCCCCCCC2=CC=C(C=C2)NC(=O)N2CCNCC2)C=C(C1)F N-(4-(6-(3,5-difluorophenoxy)hexyl)phenyl)piperazine-1-carboxamide hydrochloride